tert-Butyl 2-((5-(2-chloro-6-cyano-4-(2-(4-((2-(methylthio)pyrimidin-5-yl)methoxy)phenyl)propan-2-yl)phenoxy)pentyl)oxy)acetate ClC1=C(OCCCCCOCC(=O)OC(C)(C)C)C(=CC(=C1)C(C)(C)C1=CC=C(C=C1)OCC=1C=NC(=NC1)SC)C#N